C1NCC12CC(C2)CC=2C=CC=1N(C2)N=CN1 6-(2-azaspiro[3.3]heptan-6-ylmethyl)-[1,2,4]triazolo[1,5-a]pyridine